(S)-2-(2-hydroxymethyl-1-pyrrolidinyl)-4-(3-chloro-4-methoxybenzylamino)-5-[N-(2-pyrimidinylmethyl)carbamoyl]pyrimidine OC[C@H]1N(CCC1)C1=NC=C(C(=N1)NCC1=CC(=C(C=C1)OC)Cl)C(NCC1=NC=CC=N1)=O